(R)-7-(7-chloro-10-(3-(4-chloro-3,5-dimethylphenoxy)propyl)-4-methyl-1-oxo-6-(1,3,5-trimethyl-1H-pyrazol-4-yl)-3,4-dihydropyrazino[1,2-a]indol-2(1H)-yl)quinoline-2-carboxylic acid ClC=1C=CC=2C(=C3N(C2C1C=1C(=NN(C1C)C)C)[C@@H](CN(C3=O)C3=CC=C1C=CC(=NC1=C3)C(=O)O)C)CCCOC3=CC(=C(C(=C3)C)Cl)C